3,5-dimethyl-N-[(1s,4s)-4-{[2-(trifluoromethyl)quinolin-4-yl]amino}cyclohexyl]-1,2-oxazole-4-carboxamide CC1=NOC(=C1C(=O)NC1CCC(CC1)NC1=CC(=NC2=CC=CC=C12)C(F)(F)F)C